CN(CC(COC1=CC=C(C=C1)N=NC1=CC=CC=C1)O)CC1=CC=C(C=C1)C 1-(methyl-(4-methylbenzyl)amino)-3-(4-(phenyldiazenyl)phenoxy)propan-2-ol